Pentanoyl-Glycine C(CCCC)(=O)NCC(=O)O